3-methyl-benzene-1,2-dicarboxylic acid CC1=C(C(=CC=C1)C(=O)O)C(=O)O